(3-((4-amino-2-butyl-1H-imidazo[4,5-c]quinolin-1-yl)methyl)benzyl)-3,4,5-trihydroxybenzamide NC1=NC=2C=CC=CC2C2=C1N=C(N2CC=2C=C(CC1=C(C(=O)N)C=C(C(=C1O)O)O)C=CC2)CCCC